NC1=NN2C(C=C(C=C2)C=2C=NC(=C(C(=O)NCC3=C(C=CC(=C3)F)C(=O)N3CC(CC3)(F)F)C2)OC)=N1 5-(2-amino-[1,2,4]triazolo[1,5-a]pyridin-7-yl)-N-(2-(3,3-difluoropyrrolidine-1-carbonyl)-5-fluorobenzyl)-2-methoxynicotinamide